CC1(CN2C(OC1)=C(C=N2)S(=O)(N)=NC(NC2=C1CCCC1=CC=C2C)=O)C 6,6-dimethyl-N'-((5-methyl-2,3-dihydro-1H-inden-4-yl)carbamoyl)-6,7-dihydro-5H-pyrazolo[5,1-b][1,3]oxazine-3-sulfonimidamide